p-tolyl isocyanate N-methyl-carbamate CNC(O)=O.C1(=CC=C(C=C1)N=C=O)C